C(C)N1N=C(C(=C1)C1=C(C=CC=C1)[C@H]1C2=C(CN(C1)C(\C=C\CN1C(CCC1)C1=CC=CC=C1)=O)SC(=C2)C#N)C(F)(F)F (4S)-4-(2-(1-ethyl-3-(trifluoromethyl)-1H-pyrazol-4-yl)phenyl)-6-((E)-4-(2-phenylpyrrolidin-1-yl)but-2-enoyl)-4,5,6,7-tetrahydrothieno[2,3-c]pyridine-2-carbonitrile